bis[6-(4-methoxyphenyl)-1H-indolyl]chlorophosphine COC1=CC=C(C=C1)C1=CC=C2C=CN(C2=C1)P(Cl)N1C=CC2=CC=C(C=C12)C1=CC=C(C=C1)OC